(5R)-tert-butyl 5-methyl-2-(m-tolyl)-4-(1-(trifluoromethyl)cyclopropanecarbonyl)piperazine-1-carboxylate C[C@H]1N(CC(N(C1)C(=O)OC(C)(C)C)C=1C=C(C=CC1)C)C(=O)C1(CC1)C(F)(F)F